anti-α-amino-3-hydroxy-5-methyl-4-isoxazolepropionic acid NC(C(=O)O)CC=1C(=NOC1C)O